[Br-].C(CCCCCCCCCCCCC)[N+](C)(CCO)CCO N-tetradecyl-N,N-bis(2-hydroxyethyl)-N-methyl-ammonium bromide